N[C@@H](CCCNC(N)=N)C(=O)O.C(C1=CN=CC=C1)(=O)O Nicotinic acid L-arginine salt